N-((1s,3s)-3-((2-(2,6-dioxopiperidin-3-yl)-1,3-dioxoisoindolin-4-yl)amino)cyclobutyl)-5-(4-((7-ethyl-6-oxo-5,6-dihydro-1,5-naphthyridin-3-yl)methyl)piperazin-1-yl)picolinamide O=C1NC(CC[C@@H]1N1C(C2=CC=CC(=C2C1=O)NC1CC(C1)NC(C1=NC=C(C=C1)N1CCN(CC1)CC=1C=NC=2C=C(C(NC2C1)=O)CC)=O)=O)=O